ClC=1C=CC(=C(C1)C(=O)C1=CN=C2N1C=CC=C2)O (5-chloro-2-hydroxyphenyl)(imidazo[1,2-a]pyridin-3-yl)methanone